FC=1C=2N(C(NC1)=O)C=CN2 8-fluoroimidazo[1,2-c]pyrimidin-5(6H)-one